Racemic-N-(8-cyano-6-oxo-1,4,5,6-tetrahydro-2H-pyrano[3,4-c]isoquinolin-1-yl)-3-fluoro-N-methyl-4-(trifluoromethyl)benzamide C(#N)C=1C=CC=2C3=C(NC(C2C1)=O)COC[C@@H]3N(C(C3=CC(=C(C=C3)C(F)(F)F)F)=O)C |r|